N-(4-{4-amino-7-[1-(6,6-dimethylpiperidin-3-yl)-1H-pyrazol-4-yl]-1-methyl-1H-pyrazolo[4,3-c]pyridin-3-yl}-2-[(1S)-1-(4-fluorophenyl)ethoxy]phenyl)-1,1-difluoromethanesulfonamide NC1=NC=C(C2=C1C(=NN2C)C2=CC(=C(C=C2)NS(=O)(=O)C(F)F)O[C@@H](C)C2=CC=C(C=C2)F)C=2C=NN(C2)C2CNC(CC2)(C)C